P(SCC1=CC=CC=C1)(OCC1=CC=CC=C1)[O-] dibenzyl thiophosphite